4,6-dichloro-7-(2-fluoro-6-methoxyphenyl)-1-(2-isopropylphenyl)quinazolin ClC1=NCN(C2=CC(=C(C=C12)Cl)C1=C(C=CC=C1OC)F)C1=C(C=CC=C1)C(C)C